C(CC)C=1OC2=CC=CC=C2C(C1)=O 2-propyl-4H-chromen-4-one